C1(=CC=CC=2C3=CC=CC=C3CC12)I fluorenyl iodide